1-(3,4-difluorophenyl)cyclopropylamine hydrochloride Cl.FC=1C=C(C=CC1F)C1(CC1)N